5-(4-(Aminomethyl)piperidin-1-yl)-2-(2,6-dioxopiperidin-3-yl)isoindoline-1,3-dione NCC1CCN(CC1)C=1C=C2C(N(C(C2=CC1)=O)C1C(NC(CC1)=O)=O)=O